(1S,2S)-N-[8-amino-6-(4-ethyl-6-methoxy-3-pyridyl)-2,7-naphthyridin-3-yl]2-fluoro-cyclopropanecarboxamide NC=1N=C(C=C2C=C(N=CC12)NC(=O)[C@H]1[C@H](C1)F)C=1C=NC(=CC1CC)OC